C(C=C)(=O)O.C(C=C)(=O)O.C(C=C)(=O)O.C(CC)OC(C(CO)(CO)CO)C (propoxy)trimethylolpropane triacrylate